COC1=C(CC2=NN3C(=NC=4C(=CC=CC4C3=N2)OC)N)C=CC(=C1)OC (2,4-dimethoxybenzyl)-7-methoxy-[1,2,4]triazolo[1,5-c]quinazolin-5-amine